(E)-3-(4-methoxyphenyl)-N-(1H-pyrazol-4-yl)-N-(thiophen-2-ylmethyl)acrylamide COC1=CC=C(C=C1)/C=C/C(=O)N(CC=1SC=CC1)C=1C=NNC1